potassium thiosulfate salt S(=S)(=O)([O-])[O-].[K+].[K+]